O-benzyl-L-glutamic acid C(C1=CC=CC=C1)OC([C@@H](N)CCC(=O)O)=O